7-(cyclopropylmethoxy)-2-((piperidin-4-ylsulfanyl)methyl)pyrido[2,3-d]pyrimidin-4(3H)-one C1(CC1)COC=1C=CC2=C(N=C(NC2=O)CSC2CCNCC2)N1